BrC1=CC=C(C=C1)C12CC(C1)(C2)C(=O)N 3-(4-bromophenyl)bicyclo[1.1.1]pentane-1-carboxamide